(E)-2-ethyl-4-(3-methoxy-5-((3-methylbut-2-en-1-yl)oxy)styryl)phenol C(C)C1=C(C=CC(=C1)\C=C\C1=CC(=CC(=C1)OCC=C(C)C)OC)O